CC1(CCN(CC1)CC1=NC=CC(=C1)C1=CC=C(C=C1)C)C 2-((4,4-dimethylpiperidin-1-yl)methyl)-4-(p-tolyl)pyridine